FC1=CC=C(C=C1)N(C1=CC=CC=C1)C(CC1(CCN(CC1)C(=O)N1CCC2=CC=CC=C12)C(=O)O)=O 4-[2-(N-(4-fluorophenyl)anilino)-2-oxo-ethyl]-1-(indoline-1-carbonyl)piperidine-4-carboxylic acid